undecyl ((3S,4S)-1-(4-((3S,4S)-3,4-bis(((1S,2R)-2-phenylcyclopropyl)carbamoyl)pyrrolidine-1-carbonyl)benzoyl)-4-methoxypyrrolidin-3-yl)carbamate C1(=CC=CC=C1)[C@@H]1[C@H](C1)NC(=O)[C@@H]1CN(C[C@H]1C(N[C@@H]1[C@H](C1)C1=CC=CC=C1)=O)C(=O)C1=CC=C(C(=O)N2C[C@@H]([C@H](C2)OC)NC(OCCCCCCCCCCC)=O)C=C1